C1=C(C=CC2=CC=CC=C12)C1=CC=C(C=C1)C#CC1=C(C=CC=C1)CC#N 2-(2-((4-(naphthalen-2-yl)phenyl)ethynyl)phenyl)acetonitrile